(E)-2-((1-(4-fluorobenzyl)piperidin-4-yl)methylene)-5,6-dimethoxy-2,3-dihydrobenzo[b]thiophene 1,1-dioxide FC1=CC=C(CN2CCC(CC2)\C=C\2/CC3=C(S2(=O)=O)C=C(C(=C3)OC)OC)C=C1